FC(S(=O)(=O)[O-])(F)F.C(C)(C)(C)C=1C(=C(C(=C(C1)[IH+])C(C)(C)C)C(C)(C)C)C(C)(C)C (tetra-tert-butylphenyl)-iodonium trifluoromethanesulfonate